O(C1=C(C=CC=C1[C@@H](C)C1=CC=CC=C1)[C@@H](C)C1=CC=CC=C1)C1=C(C=CC=C1[C@@H](C)C1=CC=CC=C1)[C@@H](C)C1=CC=CC=C1 ((1S,1'S,1''S,1'''S)-(oxybis(benzene-2,1,3-triyl))tetrakis(ethane-1,1-diyl))tetrabenzene